(S)-N-((R)-3-methoxy-1-oxo-1-(((R)-4-phenyl-1-(4,4,5,5-tetramethyl-1,3,2-dioxaborolan-2-yl)butyl)amino)propan-2-yl)-5-oxopyrrolidine-2-carboxamide COC[C@H](C(N[C@@H](CCCC1=CC=CC=C1)B1OC(C(O1)(C)C)(C)C)=O)NC(=O)[C@H]1NC(CC1)=O